2-[(2E)-2-(aminomethyl)-3-fluoroprop-2-en-1-yl]-4-{6-[3-(dimethylamino)phenyl]pyridin-2-yl}-2,4-dihydro-3H-1,2,4-triazol-3-one hydrochloride Cl.NC/C(/CN1N=CN(C1=O)C1=NC(=CC=C1)C1=CC(=CC=C1)N(C)C)=C\F